ClC1=C(C=CC=C1OC)C1=CC(=C(C(=N1)C(CCC(=O)O)=O)O)C#N 4-[6-(2-Chloro-3-methoxy-phenyl)-4-cyano-3-hydroxy-pyridin-2-yl]-4-oxo-butyric acid